(S)-1-(4-fluorophenyl)-1-(2-(4-(6-(1-methyl-1H-pyrazol-4-yl)pyrrolo[2,1-f][1,2,4]triazin-4-yl)piperazinyl)-pyrimidin-5-yl)ethan-1-amine FC1=CC=C(C=C1)[C@](C)(N)C=1C=NC(=NC1)N1CCN(CC1)C1=NC=NN2C1=CC(=C2)C=2C=NN(C2)C